2-((tert-butoxycarbonyl)amino)-3-(1-methylpiperidin-4-yl)propanoic acid C(C)(C)(C)OC(=O)NC(C(=O)O)CC1CCN(CC1)C